methyl methylcyclohexanedicarbamate CC1C(CCCC1)(NC(=O)OC)NC(=O)[O-]